Methyl (E)-3-(4-((tert-butoxycarbonyl)amino)but-2-en-1-yl)-2-imino-2,3-dihydrothiazolo[4,5-b]pyridine-6-carboxylate C(C)(C)(C)OC(=O)NCC=CCN1\C(\SC=2C1=NC=C(C2)C(=O)OC)=N/[H]